[Cl-].[Cl-].ClC1=C2C=CC=C(C2=CC=C1)C(=[Zr+2](C1=C(C=CC=2C3=CC=C(C=C3CC12)C(C)(C)C)C(C)(C)C)C1C=CC=C1)C1=CC=CC2=C(C=CC=C12)Cl di-(5-chloronaphthyl)methylene(cyclopentadienyl)(2,7-di-tert-butylfluorenyl)zirconium dichloride